tert-butyl (1-(8-(3-cyano-1-methyl-1H-pyrazol-5-yl)-5-(((5-fluoro-2,3-dihydrobenzofuran-4-yl)methyl)amino)imidazo[1,2-c]pyrimidin-2-yl)ethyl)carbamate C(#N)C1=NN(C(=C1)C=1C=2N(C(=NC1)NCC1=C(C=CC3=C1CCO3)F)C=C(N2)C(C)NC(OC(C)(C)C)=O)C